5-iodo-4-(2-methyl-6-(trifluoromethyl)phenyl)thiazol-2-amine IC1=C(N=C(S1)N)C1=C(C=CC=C1C(F)(F)F)C